NC1=C(C=CC(=C1)NCC1=CC=C(C=C1)N)NC(CCCCCCC)=O N-(2-Amino-4-((4-aminobenzyl)amino)phenyl)octanamid